BrC1=C(C(=C(C(=O)N2[C@H](CN(CC2)C(=O)OC(C)(C)C)CO)C=C1I)F)F Tert-butyl (3R)-4-(4-bromo-2,3-difluoro-5-iodobenzoyl)-3-(hydroxymethyl)piperazine-1-carboxylate